2-Methoxy-4-methylamphetamine hydrochloride Cl.COC1=C(CC(N)C)C=CC(=C1)C